C1(CC1)C[C@H]1N=C(C2=CC=C(C=C2C1)OC)C1=CC=C(C=C1)NC12CC3CC(CC(C1)C3)C2 (1S,3R,5S)-N-(4-((S)-3-(cyclopropylmethyl)-6-methoxy-3,4-dihydroisoquinolin-1-yl)phenyl)adamantan-1-amine